CSC=1N=CC2=C(N1)N=C(C=C2C#C[Si](C(C)C)(C(C)C)C(C)C)NC(OC2CCCC2)=O Cyclopentyl (2-(methylthio)-5-((triisopropylsilyl)ethynyl)pyrido[2,3-d]pyrimidin-7-yl)carbamate